5-{2-[2-(benzyloxy)acetyl]-6-[(3R)-3-methyl-1,2,3,4-tetrahydroisoquinoline-2-carbonyl]-2,3-dihydro-1H-isoindol-5-yl}-N-(4-hydroxyphenyl)-N,1,2-trimethyl-1H-pyrrole-3-carboxamide C(C1=CC=CC=C1)OCC(=O)N1CC2=CC(=C(C=C2C1)C1=CC(=C(N1C)C)C(=O)N(C)C1=CC=C(C=C1)O)C(=O)N1CC2=CC=CC=C2C[C@H]1C